4-(5-(difluoromethyl)-1,3,4-thiadiazol-2-yl)-2-methyl-N-(3-methyloxetan-3-yl)-8-(3,3,5-trimethylpiperazin-1-yl)quinazoline-6-sulfonamide FC(C1=NN=C(S1)C1=NC(=NC2=C(C=C(C=C12)S(=O)(=O)NC1(COC1)C)N1CC(NC(C1)C)(C)C)C)F